C(C)(C)(C)C=1C=C(C=C)C=CC1 3-tert-butyl-styrene